FC=1C(=NC=C(C1)OCCOC)N1C(N(C=2C=NC=3C=C(C(=CC3C21)C=2C=NN(C2)C)OC)C)=O 1-[3-Fluoro-5-(2-methoxyethoxy)-2-pyridyl]-7-methoxy-3-methyl-8-(1-methylpyrazol-4-yl)imidazo[4,5-c]quinolin-2-one